C1(CC1)C=1C(=C2C(=NC1C(F)(F)F)CCC2)NC(=O)N=S(=O)(N)C=2SC=C(C2)C(C)(C)O N'-((3-cyclopropyl-2-(trifluoromethyl)-6,7-dihydro-5H-cyclopenta[b]pyridin-4-yl)carbamoyl)-4-(2-hydroxypropan-2-yl)thiophene-2-sulfonimidamide